NC1=CC(=C2N(CCCCCCC(C3=NN=C(C1=N2)O3)(O)C(F)(F)F)C)C(F)(F)F 17-amino-13-methyl-6,15-bis(trifluoromethyl)-19-oxa-3,4,13,18-tetrazatricyclo[12.3.1.12,5]nonadeca-1(18),2,4,14,16-pentaen-6-ol